[5-[2-(azetidin-3-yl)ethynyl]-3-methyl-2-oxo-benzimidazol-1-yl]Piperazine N1CC(C1)C#CC1=CC2=C(N(C(N2C)=O)N2CCNCC2)C=C1